NC1=C(C(=NC=N1)OC1=C(C=C(C=C1)C1=NN(C(=C1C(=O)N)C(F)(F)F)C1=C(C=CC=C1)F)F)Cl [4-(6-amino-5-chloro-pyrimidin-4-yl)oxy-3-fluorophenyl]-1-(2-fluorophenyl)-5-(trifluoromethyl)pyrazole-4-carboxamide